[Pt].N[C@H]1[C@@H](CCCC1)N trans-R,R-1,2-diaminocyclohexane platinum